ethyl 4-(1,4-diazepan-1-yl)-6,7-dimethoxyquinoline-3-carboxylate hydrochloride Cl.N1(CCNCCC1)C1=C(C=NC2=CC(=C(C=C12)OC)OC)C(=O)OCC